BrC=1C(=CC(=C(NCC2=CC=C(C=C2)F)C1)F)[N+](=O)[O-] 5-bromo-2-fluoro-N-(4-fluorobenzyl)-4-nitroaniline